C(C)C1=C2C(=CC(=CC2=CC=C1F)O)C1=C(C=2N=C(N=C(C2C=N1)N1CC2(CC(C2)F)CCC1)OC[C@]12CCCN2C[C@@H](C1)F)F 5-ethyl-6-fluoro-4-(8-fluoro-4-(2-fluoro-6-azaspiro[3.5]non-6-yl)-2-(((2r,7as)-2-fluorohexahydro-1H-pyrrolizin-7a-yl)methoxy)pyrido[4,3-d]pyrimidin-7-yl)naphthalen-2-ol